6-oxo-5-trifluoromethyl-1-((2-trimethylsilylethoxy)methyl)-1,6-dihydropyridazine O=C1C(=CC=NN1COCC[Si](C)(C)C)C(F)(F)F